[Cl-].C1(=CC=CC2=CC=CC=C12)CN1C=NC(=C1C1=CC=C(C=C1)F)C1=CC=C(C=C1)F N3-(1'-naphthylmethyl)-4,5-bis(4'-fluorophenyl)imidazole chloride